(S)-2-(4-fluoro-3-(trifluoromethyl)phenoxy)butanoyl chloride FC1=C(C=C(O[C@H](C(=O)Cl)CC)C=C1)C(F)(F)F